1-(4-(4-(3,3-difluoropyrrolidin-1-yl)-4-methylpiperidine-1-carbonyl)-5-methylpicolinoyl)-4-phenylpiperidine-4-carbonitrile FC1(CN(CC1)C1(CCN(CC1)C(=O)C1=CC(=NC=C1C)C(=O)N1CCC(CC1)(C#N)C1=CC=CC=C1)C)F